NCC1CN(CC1)C1=NC(=NC=C1OCC(=O)NC)C1=CC(=C(C=C1)C)Cl 2-[4-[3-(aminomethyl)pyrrolidin-1-yl]-2-(3-chloro-4-methyl-phenyl)pyrimidin-5-yl]oxy-N-methyl-acetamide